C1(=CC=CC=C1)N1C(C2=CC=CC=C2C=N1)=O phenylphthalazin-1(2H)-one